FC1=C(C=C(C=C1)C1C(=CNC=C1C(=O)OC)C(=O)OC)C(F)(F)F Dimethyl 4-(4-fluoro-3-(trifluoromethyl) phenyl)-1,4-dihydropyridine-3,5-dicarboxylate